N1=CN=C(C2=C1C=CS2)N Thieno[3,2-d]Pyrimidine-4-amine